C(CCCCCCCCCCCCCCCCCCCCCCCCCCCCCCCCCC)(=O)OCCCCCCCCCCCCCCCCCCCC arachidyl pentatriacontanoate